C(C)OC(C(=O)OC(C)(C)C)=O Oxalic acid tert-butyl ethyl ester